(R)-8-(1-aminoethyl)-3-(difluoromethyl)-6-methyl-2-(tetrahydro-2H-pyran-4-yl)quinazolin-4(3H)-one N[C@H](C)C=1C=C(C=C2C(N(C(=NC12)C1CCOCC1)C(F)F)=O)C